C(C)(C)(C)C(=O)NN(C1CC1)CCC1=NC=C(C=C1[C@H]1N(CCC1)C1=NC=2N(C=C1)N=CC2C(=O)OCC)F ethyl (S)-5-(2-(2-(2-(2-(tert-butylcarbonyl)-1-cyclopropylhydrazino) ethyl)-5-fluoropyridin-3-yl)pyrrolidin-1-yl)pyrazolo[1,5-a]pyrimidine-3-carboxylate